(1-((2R,3R,4S,5R)-3,4-dihydroxy-5-methyltetrahydrofuran-2-yl)-3-(ethoxymethyl)-5-fluoro-2-oxo-2,3-dihydropyrimidine-4(1H)-ylidene)carbamic acid pentyl ester C(CCCC)OC(N=C1N(C(N(C=C1F)[C@@H]1O[C@@H]([C@H]([C@H]1O)O)C)=O)COCC)=O